(S)-7-((R)-1-methoxyethyl)-4,8-dimethyl-2-((trans-3-(3-(trifluoromethyl)-1H-pyrazol-1-yl)cyclobutyl)amino)-7,8-dihydropteridin-6(5H)-one CO[C@H](C)[C@H]1C(NC=2C(=NC(=NC2N1C)N[C@@H]1C[C@H](C1)N1N=C(C=C1)C(F)(F)F)C)=O